N[C@@H](CC(=O)OCC)C1=CC(=CC=C1)C=1N=NC(=CC1)OC ethyl (S)-3-amino-3-(3-(6-methoxypyridazin-3-yl)phenyl)propanoate